C([C@H](O)CC(=O)O)(=O)O (R)-malic acid